ClC=1C=CC=2N(C1[C@@H](O)C1=NN(N=C1)C1=CC=CC=C1)C=NC2 |r| rac-(6-Chloro-imidazo[1,5-a]pyridin-5-yl)-(2-phenyl-2H-[1,2,3]triazol-4-yl)-methanol